CCC(CC)NC1=NC=NC=C1C=O 4-(pent-3-ylamino)pyrimidine-5-carbaldehyde